N-(8-methoxy-2-methyl-imidazo[1,2-a]pyridin-6-yl)-5-[(1R,5S)-3-methyl-3,6-diazabicyclo[3.2.0]heptan-6-yl]furo[3,2-b]pyridine-2-carboxamide COC=1C=2N(C=C(C1)NC(=O)C1=CC3=NC(=CC=C3O1)N1[C@@H]3CN(C[C@@H]3C1)C)C=C(N2)C